S(=O)(=O)(O)O.CNC1=CC=C(C=C1)O.CNC1=CC=C(C=C1)O 4-(methylamino)phenol hemisulfate salt